butyl-[1-(2,3-difluorophenyl)but-3-enoxy]-dimethyl-silane C(CCC)[Si](C)(C)OC(CC=C)C1=C(C(=CC=C1)F)F